N'-(2,5-dimethyl-4-{[3-(2,2,3,3-tetrafluoropropoxy)phenyl]-sulfanyl}phenyl)-N-ethyl-N-methylimidoformamide CC1=C(C=C(C(=C1)SC1=CC(=CC=C1)OCC(C(F)F)(F)F)C)N=CN(C)CC